C(C)C1(C(NC(C1)=O)=O)C1=CC=C(C=C1)C 3-ethyl-3-(4-methylphenyl)pyrrolidine-2,5-dione